OC=1C=C(C=CC1)[C@@H](CC)O (R)-3-hydroxyphenylpropanol